NC=1SC2=C(C1C(=O)C1=CC=C(C=C1)C)CCCC2 (2-amino-4,5,6,7-tetrahydro-1-benzothien-3-yl)(4-methylphenyl)methanone